ClC1=C(C(=CC=C1NS(=O)(=O)C=1C(=NC=C(C1)F)OC)F)[C@H]1CCC=2N(C1)C=NC2C(=O)NC (6R)-6-[2-chloro-6-fluoro-3-(5-fluoro-2-methoxypyridine-3-sulfonamido)phenyl]-N-methyl-5H,6H,7H,8H-imidazo[1,5-a]pyridine-1-carboxamide